tert-butyl-(3R,4S)-4-formyl-3-methylpiperidine-1-carboxylate C(C)(C)(C)OC(=O)N1C[C@@H]([C@H](CC1)C=O)C